(S)-3-methyl-2-oxa-8-azaspiro[4.5]decan-4-one hydrochloride Cl.C[C@@H]1OCC2(C1=O)CCNCC2